(isopropylphenyl)pyridine C(C)(C)C1=C(C=CC=C1)C1=NC=CC=C1